ClC=1C=C(C=CC1Cl)N1N=C(CC1)NC(CCCC(N1CCCCC1)=O)=O N-(1-(3,4-dichlorophenyl)-4,5-dihydro-1H-pyrazol-3-yl)-5-oxo-5-(piperidin-1-yl)pentanamide